N-9-fluorenylmethoxycarbonyl-oxysuccinimide C1=CC=CC=2C3=CC=CC=C3C(C12)COC(=O)ON1C(CCC1=O)=O